C(CCCCCCC\C=C/CCCCCCCC)(=O)OCCCCCCCCCCCCCCCCCCCCCC(=O)O 22-(oleoyloxy)docosanoic acid